C1(CC1)C1=CN(C(C2=CN=CC=C12)=O)CC=1N=C2N(C=C(C=C2)C)C1 4-cyclopropyl-2-((6-methylimidazo[1,2-a]pyridin-2-yl)methyl)-2,7-naphthyridin-1(2H)-one